BrC=1C=C(CO[C@@H]([C@H](NC(=O)OC(C)(C)C)C(=O)O)C)C=CC1 O-(3-bromobenzyl)-N-(tert-butoxycarbonyl)-L-threonine